dithiazineethanol S1SN=C(C=C1)CCO